(3R)-3-[9H-fluoren-9-ylmethoxycarbonyl-(methyl)amino]pentanoic acid C1=CC=CC=2C3=CC=CC=C3C(C12)COC(=O)N([C@@H](CC(=O)O)CC)C